ClC1=NC(=CC=C1C(=O)NS(=O)(=O)C1=CC=CC(=N1)NCCCC1CC(N(C1)C(=O)OC(C)(C)C)(C)C)N1N=C(C=C1)OCCC(C1CC1)C1CC1 tert-Butyl 4-[3-[[6-[[2-chloro-6-[3-(3,3-dicyclopropylpropoxy)pyrazol-1-yl]pyridine-3-carbonyl]sulfamoyl]-2-pyridyl]amino]propyl]-2,2-dimethylpyrrolidine-1-carboxylate